11-epoxyundecanoic acid C1C(CCCCCCCCC(=O)O)O1